2-allyl-4-methyl-2H-indazole-7-sulfonyl chloride C(C=C)N1N=C2C(=CC=C(C2=C1)C)S(=O)(=O)Cl